1-(6,7-dihydro-5H-benzo[6,7]cyclohepta[1,2-c]pyridazin-3-yl)-N3-(4-(2-(pyrrolidin-1-yl)ethoxy)phenyl)-1H-1,2,4-triazole-3,5-diamine N1=NC(=CC2=C1C1=C(CCC2)C=CC=C1)N1N=C(N=C1N)NC1=CC=C(C=C1)OCCN1CCCC1